BrC1=CC=CC=2C3=C(SC21)C=CC=C3Cl 6-bromo-1-chlorodibenzo[b,d]Thiophene